COC1=NC(=NC=C1C)N 4-methoxy-5-methylpyrimidin-2-amine